FC1=CC=C2C(=CNC2=C1F)CCN(CCC)CC N-[2-(6,7-difluoro-1H-indol-3-yl)ethyl]-N-ethylpropane-1-amine